C(C)(C)(C)[C@]1(N([C@H](CN(C1)C1=CC(=CC=C1)C#C)C)C(=O)OCC1=CC2=C(C=N1)C=NN2C)C (1-methyl-1H-pyrazolo[4,3-c]pyridin-6-yl)methanol tert-butyl-(2R,6S)-4-(3-ethynylphenyl)-2,6-dimethylpiperazin-1-carboxylate